COC([C@H](NC(\C=C\C1=CC(=C(C=C1)OCC)OC)=O)CC(C)C)=O (E)-(3-(4-ethoxy-3-methoxyphenyl)acryloyl)-D-leucine methyl ester